5-[4-[(3S)-1-(3-fluoropropyl)pyrrolidin-3-yl]oxyphenyl]-6-[4-(2,2,2-trifluoroeth-oxy)phenyl]-8,9-dihydro-7H-benzo[7]annulen-2-ol FCCCN1C[C@H](CC1)OC1=CC=C(C=C1)C1=C(CCCC2=C1C=CC(=C2)O)C2=CC=C(C=C2)OCC(F)(F)F